Phenylmethylvinylmethoxy-silan C1(=CC=CC=C1)CC=CCO[SiH3]